tert-butyl 5-((dimethylamino)methyl)-7,8-dihydro-1,6-naphthyridine-6(5H)-carboxylate CN(C)CC1C=2C=CC=NC2CCN1C(=O)OC(C)(C)C